tetraethyleneglycol triacrylate C(C=C)(=O)O.C(C=C)(=O)O.C(C=C)(=O)O.C(COCCOCCOCCO)O